4-Methyl-2-phenyl-1,3-dioxane CC1OC(OCC1)C1=CC=CC=C1